[(4R)-1-[[3-[[(4R)-chroman-4-yl]carbamoyl]-5-fluoro-phenyl]methyl]-4-(cyclopropylmethyl)-6-oxo-4-phenyl-hexahydropyrimidin-2-ylidene]ammonium O1CC[C@H](C2=CC=CC=C12)NC(=O)C=1C=C(C=C(C1)F)CN1C(N[C@](CC1=O)(C1=CC=CC=C1)CC1CC1)=[NH2+]